FC(C=1C=CC2=C(C1)OC1(CCSCC1)C1=C2N=C(S1)N)(F)F 7-(trifluoromethyl)-2',3',5',6'-tetrahydrospiro[chromeno[4,3-d]thiazole-4,4'-thiopyran]-2-amine